N1C(=NCC1)C1=CC=C(C=C1)N1N=NC(=C1)C1=C(C(=O)OC(C)(C)C)C=C(C=C1)C=1N=NN(C1)C1=CC=C(C=C1)C=1NCCN1 tert-butyl 2,5-bis(1-(4-(4,5-dihydro-1H-imidazol-2-yl)phenyl)-1H-1,2,3-triazol-4-yl)benzoate